2-ethylhexyl(3,3',5,5'-tetra-tert-butyl-1,1'-biphenyl-2,2'-diyl) phosphite P1(OC2=C(C=C(C(=C2C(C)(C)C)CC(CCCC)CC)C(C)(C)C)C2=C(C(=CC(=C2)C(C)(C)C)C(C)(C)C)O1)[O-]